[6-(5-cyclopropyl-4H-1,2,4-triazol-3-yl)-2-azaspiro[3.3]heptan-2-yl]-[3-[3-[[[1-(trifluoromethyl)cyclopropyl]amino]methyl]-1-bicyclo[1.1.1]pentanyl]azetidin-1-yl]methanone C1(CC1)C=1NC(=NN1)C1CC2(CN(C2)C(=O)N2CC(C2)C23CC(C2)(C3)CNC3(CC3)C(F)(F)F)C1